mercaptomenthan-3-one SC1(CC(C(CC1)C(C)C)=O)C